2,2-bis[4-(4-aminophenoxy)phenyl]butane NC1=CC=C(OC2=CC=C(C=C2)C(C)(CC)C2=CC=C(C=C2)OC2=CC=C(C=C2)N)C=C1